6-((2S)-2-(2-fluoro-4-((4-((tetrahydro-1H-furo[3,4-c]pyrrol-5(3H)yl)methyl)phenyl)ethynyl)phenyl)-3-(((S)-1-fluoropropan-2-yl)amino)propyl)-5-hydroxypyrimidin-4(3H)-one FC1=C(C=CC(=C1)C#CC1=CC=C(C=C1)CN1CC2C(C1)COC2)[C@H](CC2=C(C(NC=N2)=O)O)CN[C@H](CF)C